The molecule is a ketal that is a rare marine toxin structurally related to okadaic acid. Found yearly along with okadaic acid in Portuguese shellfish, its presence has been correlated with the occurrence of Dinophysis acta. It has a role as a toxin and an EC 3.1.3.16 (phosphoprotein phosphatase) inhibitor. It derives from an okadaic acid. C[C@@H]1CCCO[C@@]12CCC[C@H](O2)[C@@H](C)C[C@@H]([C@@H]3C(=C)[C@H]([C@H]4[C@H](O3)CC[C@]5(O4)CC[C@@H](O5)/C=C/[C@@H](C)[C@@H]6CC(=C[C@@]7(O6)[C@@H](CC[C@H](O7)C[C@](C)(C(=O)O)O)O)C)O)O